N[C@@H]1[C@H]([C@@H]([C@H]([C@@H](C1)N)O)O)O[C@H]1O[C@@H](CC[C@@H]1O)[C@@H](C)N (1S,2R,3R,4S,6R)-4,6-diamino-3-[(2R,3S,6S)-6-[(1R)-1-aminoethyl]-3-hydroxy-tetrahydropyran-2-yl]oxy-cyclohexane-1,2-diol